6-{1-[(3,3-difluorocyclobutyl)methyl]-1H-pyrazol-4-yl}-1,2-dimethyl-7-(trifluoromethyl)-1H,5H-imidazo[1,2-a]pyrimidin-5-one FC1(CC(C1)CN1N=CC(=C1)C1=C(N=C2N(C1=O)C=C(N2C)C)C(F)(F)F)F